N1=CN=C2N=CNC2=C1N[C@@H]1[C@H]([C@@H]([C@H]([C@@H](O1)CO)NC([C@@H](CC1=CC=CC=C1)N)=O)O)O (R)-N-((2R,3R,4R,5S,6S)-6-((7H-purin-6-yl)amino)-4,5-dihydroxy-2-(hydroxymethyl)tetrahydro-2H-pyran-3-yl)-2-amino-3-phenylpropanamide